ClC1=NC=CC2=C1C=CN2S(=O)(=O)C2=CC=C(C)C=C2 4-chloro-1-tosyl-1H-pyrrolo[3,2-c]pyridine